FC1=CC=C(C=C1)C1CCC(CC1)OC[C@H]1[C@H](CCC2=CC=C(C(N12)=O)C)NS(=O)(=O)CC |r| rac-N-[(3S,4R)-4-({[(1s,4S)-4-(4-fluorophenyl)cyclohexyl]oxy}methyl)-7-methyl-6-oxo-1,3,4,6-tetrahydro-2H-quinolizin-3-yl]ethanesulfonamide